[C@H]12CN(C[C@H](CC1)N2)C2=NC(=NC1=C(C(=C(C=C21)Cl)C2=CC=CC=1[Se]C(=C(C12)C#N)N)F)OCC1(CCC1)N(C)C 4-((R)-4-((1R,5S)-3,8-diazabicyclo[3.2.1]oct-3-yl)-6-chloro-2-((1-(Dimethylamino)cyclobutyl)methoxy)-8-fluoroquinazolin-7-yl)-2-aminobenzo[b]selenophene-3-nitrile